4-Chloro-6-((5-fluoropyridin-2-yl)amino)-N-(methyl-d3)nicotinamide ClC1=CC(=NC=C1C(=O)NC([2H])([2H])[2H])NC1=NC=C(C=C1)F